(3,3-difluorocyclobutyl) 4-[5-[[4-(difluoromethyl)-6-oxo-1H-pyridine-3-carbonyl]amino]-2-fluoro-4-[(3R,5S)-3,4,5-trimethylpiperazin-1-yl]phenyl]-3,6-dihydro-2H-pyridine-1-carboxylate FC(C=1C(=CNC(C1)=O)C(=O)NC=1C(=CC(=C(C1)C=1CCN(CC1)C(=O)OC1CC(C1)(F)F)F)N1C[C@H](N([C@H](C1)C)C)C)F